(±)-4-chlorophenylglycine ClC1=CC=C([C@@H](N)C(=O)O)C=C1 |r|